(E)-3-chloro-5-((2E,4E)-5-((1R,2R,3R,6R)-3-(ethylamino)-1,2,6-trimethylcyclohexyl)-3-methylpenta-2,4-dien-1-yl)-6-hydroxy-4-methoxy-2-methylbenzaldehyde O-methyloxime CO\N=C\C1=C(C(=C(C(=C1O)C\C=C(\C=C\[C@@]1([C@H]([C@@H](CC[C@H]1C)NCC)C)C)/C)OC)Cl)C